2-{2-[(1H-1,3-benzodiazol-2-ylmethyl)amino]ethyl}-1,3-thiazole-4-carboxylic acid N1C(=NC2=C1C=CC=C2)CNCCC=2SC=C(N2)C(=O)O